2-chloro-6-methyl-1,4-dihydro-9,10-anthraquinone ClC=1CC=2C(C3=CC=C(C=C3C(C2CC1)=O)C)=O